tert-Butyl 4-(4-methoxy-4-oxobutyl)piperazine-1-carboxylate COC(CCCN1CCN(CC1)C(=O)OC(C)(C)C)=O